C(C)(C)(C)C1=CC(=C(C=C1Cl)C=1NC2=CC=NC(=C2C(C1)=O)C1=NC(=NC=C1)C)C 2-(4-tert-butyl-5-chloro-2-methyl-phenyl)-5-(2-methylpyrimidin-4-yl)-1H-1,6-naphthyridin-4-one